O[C@H](CN1N=C(C=C1)NC(CCC(C)C)=O)CO 4-methyl-pentanoic acid [1-((R)-2,3-dihydroxy-propyl)-1H-pyrazol-3-yl]-amide